1-Butyl-2-isopropyl-N-(2-isopropylphenyl)-1H-benzo[d]imidazol-4-amine C(CCC)N1C(=NC2=C1C=CC=C2NC2=C(C=CC=C2)C(C)C)C(C)C